C(C(C)C)OOC(C)(CC)OOCC(C)C 2,2-bis(i-butyl-peroxy)butane